3-(1-((5-(5-(difluoromethyl)-1,3,4-oxadiazol-2-yl)pyridin-2-yl)methyl)-1H-1,2,3-triazol-4-yl)benzaldehyde FC(C1=NN=C(O1)C=1C=CC(=NC1)CN1N=NC(=C1)C=1C=C(C=O)C=CC1)F